norbornene-2,3-dicarboxylic acid diisopropyl ester C(C)(C)OC(=O)C=1C2CCC(C1C(=O)OC(C)C)C2